N(=C=O)CC1CCC(CC1)CN=C=O 1,4-di(isocyanatomethyl)cyclohexane